The molecule is a glycophytoceramide having an alpha-D-galactopyranosyl residue at the O-1 position and an 8-([1,1'-biphenyl]-4-yl)octanoyl group attached to the nitrogen. It derives from an alpha-D-galactose. CCCCCCCCCCCCCC[C@H]([C@H]([C@H](CO[C@@H]1[C@@H]([C@H]([C@H]([C@H](O1)CO)O)O)O)NC(=O)CCCCCCCC2=CC=C(C=C2)C3=CC=CC=C3)O)O